C(C)(=O)OC1(CC1)C1=CC(=C(C=C1)OC)N 1-(3-amino-4-methoxyphenyl)cyclopropyl acetate